Pamoic acid O=C(O)C1C=C2C=CC=CC2=C(CC2C(O)=C(C(=O)O)C=C3C=CC=CC=23)C=1O